N-[2-[(2,3-dihydroxypropyl)(2-hydroxyethyl)amino]ethyl]isostearamide deoxy-guanosine-monophosphate P(=O)(O)(O)OC[C@@H]1[C@H](C[C@@H](O1)N1C=NC=2C(=O)NC(N)=NC12)O.OC(CN(CCNC(CCCCCCCCCCCCCCC(C)C)=O)CCO)CO